2-(4-((tert-butoxycarbonyl)amino)-5-cyano-1H-pyrrolo[2,3-b]pyridin-1-yl)acetic acid C(C)(C)(C)OC(=O)NC1=C2C(=NC=C1C#N)N(C=C2)CC(=O)O